1-cyclopropyl-1-(6-(2-methyl-2H-pyrazolo[3,4-b]pyridin-5-yl)thieno[2,3-b]pyridin-2-yl)ethanol C1(CC1)C(C)(O)C1=CC=2C(=NC(=CC2)C2=CC=3C(N=C2)=NN(C3)C)S1